ClC=1C=NC=C(C1[C@@H](C)OC=1C=C2C(=NNC2=CC1)C=1C=NC(=C(C#N)C1)N1CC2(C1)CN(C2)S(=O)(=O)C)Cl (R)-5-(5-(1-(3,5-dichloropyridin-4-yl)ethoxy)-1H-indazol-3-yl)-2-(6-(methylsulfonyl)-2,6-diazaspiro[3.3]heptan-2-yl)nicotinonitrile